2-(2-Chlorophenyl)-N-[4-(4-{[(2,2-difluoroethyl)amino]methyl}-1H-pyrazol-1-yl)-3-sulfamoylphenyl]acetamide ClC1=C(C=CC=C1)CC(=O)NC1=CC(=C(C=C1)N1N=CC(=C1)CNCC(F)F)S(N)(=O)=O